1-(2-amino-1-(3-methoxyphenyl)ethyl)-3-(isoquinolin-6-yl)thiourea hydrochloride Cl.NCC(C1=CC(=CC=C1)OC)NC(=S)NC=1C=C2C=CN=CC2=CC1